N-Methyl-2-propyl-2-fluoroacetamide CNC(C(F)CCC)=O